(3-hydroxyphenyl)-2-(4-methoxyphenyl)acetamide OC=1C=C(C=CC1)C(C(=O)N)C1=CC=C(C=C1)OC